1-(oxazolidin-4-yl)-6-oxo-1,6-dihydropyridine-3-carboxylic acid O1CNC(C1)N1C=C(C=CC1=O)C(=O)O